ClC1=CC=C(C=C1)C(=O)N1C=CN(C=C1)CC(CNC=1C2=CC=CC=C2N=C2CCCCC12)O (4-chlorophenyl)(4-(2-hydroxy-3-((1,2,3,4-tetrahydroacridin-9-yl)amino)propyl)pyrazin-1-yl)methanone